2-propoxybenzene-1-sulfonamide C(CC)OC1=C(C=CC=C1)S(=O)(=O)N